The molecule is a member of the class of xanthones that is 9H-xanthen-9-one substituted by hydroxy groups at positions 1, 3 and 7, isoprenyl groups at positions 4 and 5 and a methoxy group at position 6. It is isolated from Cratoxylum Sumatranum and exhibits cytotoxicity towards the KB (human oral epidermoid) cancer cell line. It has a role as a metabolite and an antineoplastic agent. It is a polyphenol, a member of xanthones and an aromatic ether. CC(=CCC1=C2C(=C(C=C1O)O)C(=O)C3=CC(=C(C(=C3O2)CC=C(C)C)OC)O)C